ClC=1C=C2N=C3C=CC(=CC3=C(C2=CC1)NCCCCNC=1N=NC(=CC1)C1=NC(=NO1)C1=CC=C(C=C1)OC)OC N1-(6-chloro-2-methoxyacridin-9-yl)-N4-(6-(3-(4-methoxyphenyl)-1,2,4-oxadiazol-5-yl)pyridazin-3-yl)butane-1,4-diamine